C(C)(C)(C)OC(=O)N1[C@@H]2CC(C[C@H]1CC2)N(C)C=2N=NC(=CC2)C2=C(C=C(C=C2)C=2C=NN(C2)C2OCCCC2)OCOC (1S,5R)-3-[[6-[2-(methoxymethoxy)-4-(1-tetrahydropyran-2-ylpyrazol-4-yl)phenyl]pyridazin-3-yl]-methyl-amino]-8-azabicyclo[3.2.1]octane-8-carboxylic acid tert-butyl ester